3-(benzo[d][1,3]dioxol-5-yl)quinoline O1COC2=C1C=CC(=C2)C=2C=NC1=CC=CC=C1C2